4,5-dichloro-9H-fluoren-9-amine ClC1=CC=CC=2C(C3=CC=CC(=C3C12)Cl)N